9-methoxy-9-bromo-bicyclo[3.3.1]nonane COC1(C2CCCC1CCC2)Br